C(C)OC=1C(=C2C(=NC1)NC=C2C(=O)C2=C(C=C(C=C2)OC2=C(C=CC=C2)F)F)N[C@]21CO[C@@H](C1C2)CO (5-ethoxy-4-(((1R,4S)-4-(hydroxymethyl)-3-oxabicyclo[3.1.0]hexan-1-yl)amino)-1H-pyrrolo[2,3-b]pyridin-3-yl)(2-fluoro-4-(2-fluorophenoxy)phenyl)methanone